NCCC[Si](OC)(OC)OC 3-Aminopropyl-trimethoxysilan